BrCCCCCCCCC(C(CCCCCCCC)O)O 1-bromooctadecane-9,10-diol